C1(CC1)NS(=O)(=O)C1=CC=C(CC2=C3C(=C(N(C3=CC=C2)C)C(=O)N)NC2=CC(=CC=C2)C(F)(F)F)C=C1 (4-(N-cyclopropylsulfamoyl)benzyl)-1-methyl-3-((3-(trifluoromethyl)phenyl)amino)-1H-indole-2-carboxamide